CC(C#C)(C)O 3-Methyl-3-hydroxybutyn